N1(N=CN=C1)CC1CC2(CNC3=NC=C(C(=C32)Cl)Br)CC1 3-((1H-1,2,4-Triazol-1-yl)methyl)-5'-bromo-4'-chloro-1',2'-dihydrospiro[cyclopentane-1,3'-pyrrolo[2,3-b]pyridine]